NC(C(CCC(=O)O)N1C(C2=CC=C(C=C2C1)CCNC(C(C1=CC=C(C=C1)C1(CC1)C(F)(F)F)=O)=O)=O)=O 5-amino-5-oxo-4-(1-oxo-5-(2-(2-oxo-2-(4-(1-(trifluoromethyl)-cyclopropyl)phenyl)acetamido)ethyl)isoindolin-2-yl)pentanoic acid